tert-butyl 3-((3R,4R)-4-(4-amino-3-(4-phenoxyphenyl)-1H-pyrazolo[3,4-d]pyrimidin-1-yl)-3-fluoropiperidin-1-yl)-[1,3'-biazetidine]-1'-carboxylate NC1=C2C(=NC=N1)N(N=C2C2=CC=C(C=C2)OC2=CC=CC=C2)[C@H]2[C@@H](CN(CC2)C2CN(C2)C2CN(C2)C(=O)OC(C)(C)C)F